N1(CCCC1)C(C)C1=CC=C(S1)C1=CC(=C2C=CC=NC2=C1)C1(CC1)C1=C(C(=O)N)C=CC=C1 (1-(7-(5-(1-(pyrrolidin-1-yl)ethyl)thiophen-2-yl)quinolin-5-yl)cyclopropyl)benzamide